ClC1=C(C=C(C=C1)F)C1C=2N(CC(N1)=O)C(=NC2NC(=O)C2=NSC1=C2C=CC=C1)C(NC)=O N-(8-(2-chloro-5-fluorophenyl)-3-(methylcarbamoyl)-6-oxo-5,6,7,8-tetrahydroimidazo[1,5-a]pyrazin-1-yl)benzo[d]isothiazole-3-carboxamide